1-Isopropyl-N-Methoxy-N-Methyl-1h-Benzo[D][1,2,3]Triazole-6-Carboxamide C(C)(C)N1N=NC2=C1C=C(C=C2)C(=O)N(C)OC